3-(oxetan-3-yl)piperazine-2,5-dione O1CC(C1)C1C(NCC(N1)=O)=O